CC1=C(C=C(C(=C1)O)C(C)(C)C)SC1=C(C=C(C(=C1)C(C)(C)C)O)C di(2-methyl-5-tertiary butyl-4-hydroxyphenyl) sulfide